NC1=CC(=C(OC=2C=C3CCN(CC3=CC2)CC=2N=NC=CC2)C(=C1)Cl)Cl 6-(4-amino-2,6-dichlorophenoxy)-2-(pyridazin-3-ylmethyl)-3,4-dihydroisoquinoline